[Si](C)(C)(C(C)(C)C)OCC1CCC(CC1)C(=O)N(C)OC (1r,4r)-4-(((tert-butyldimethylsilyl)oxy)methyl)-N-methoxy-N-methylcyclohexane-1-carboxamide